C1(=C(C=C(C=C1)C)C)C1=NC(=NC(=N1)C1=C(C=C(C=C1)C)C)C1=C(C=C(C=C1)OCCCCCCCC)O 2-[4,6-bis(2,4-xylyl)-1,3,5-triazin-2-yl]-5-(octoxy)phenol